C(C)(C)(C)OC(=O)N1CC2(C1)CC(C2)=CC2=NC=C(C=C2)P(=O)(C)C 6-[(5-dimethylphosphoryl-2-pyridinyl)methylene]-2-azaspiro[3.3]heptane-2-carboxylic acid tert-butyl ester